S[Au] mercaptogold